C(#C)C1=CC(=C(C(=C1)O)O)OC 5-ethynyl-3-methoxy-1,2-benzenediol